ClCCC(=C(C1=CC=C(C=C1)O)C1=CC=C(C=C1)N1CCC(CC1)CN1C(C(N(C(C1([2H])[2H])([2H])[2H])C1=CC2=CN(C=C2C=C1)C1C(NC(CC1)=O)=O)([2H])[2H])([2H])[2H])C1=CC=CC=C1 5-(4-((1-(4-(4-chloro-1-(4-hydroxyphenyl)-2-phenylbut-1-en-1-yl)phenyl)piperidin-4-yl)Methyl)piperazin-1-yl-2,2,3,3,5,5,6,6-d8)-2-(2,6-dioxopiperidin-3-yl)isoindol